OCC12CC(C1)(C2)CNC(OC(C)(C)C)=O tert-butyl ((3-(hydroxymethyl) bicyclo[1.1.1]pentan-1-yl)methyl)carbamate